F[P-](F)(F)(F)(F)F.COS(=O)(=O)C=1C=C(C=CC1)[I+]C1=CC(=CC=C1)S(=O)(=O)OC Di-(3-methoxysulfonylphenyl)-iodonium hexafluorophosphat